2-(1-methylethyl)-3-butenoic acid ethyl ester C(C)OC(C(C=C)C(C)C)=O